4-(5-amino-2-(2,4-difluorophenoxy)phenyl)-2-(benzo[d]oxazol-2-yl)-6-methylthieno[2,3-c]pyridin-7(6H)-one NC=1C=CC(=C(C1)C=1C2=C(C(N(C1)C)=O)SC(=C2)C=2OC1=C(N2)C=CC=C1)OC1=C(C=C(C=C1)F)F